5-methyl-1-(3-(1-methyl-1,2,3,6-tetrahydropyridin-4-yl)-1-((4'-(methylsulfonyl)-[1,1'-biphenyl]-4-yl)methyl)-1H-indol-5-yl)-1H-pyrazole-3-carboxamide CC1=CC(=NN1C=1C=C2C(=CN(C2=CC1)CC1=CC=C(C=C1)C1=CC=C(C=C1)S(=O)(=O)C)C=1CCN(CC1)C)C(=O)N